Disodium hydrogen phosphate potassium dihydrogen phosphate P(=O)(O)(O)[O-].[K+].P(=O)(O)([O-])[O-].[Na+].[Na+]